FC1=CC=C(C=C1)C#CC=1C=CC(=NC1)N1[C@H]2CC[C@H]2N(C1=O)C |r| (+/-)-(rac)-(1SR,5RS)-2-[5-(4-fluoro-phenylethynyl)-pyridin-2-yl]-4-methyl-2,4-diazabicyclo[3.2.0]heptan-3-one